4-(2-aminoethyl)-piperazine-1-carboxylic acid tert-butyl ester C(C)(C)(C)OC(=O)N1CCN(CC1)CCN